4,6-dichloro-2-(trifluoro-methyl)quinazoline ClC1=NC(=NC2=CC=C(C=C12)Cl)C(F)(F)F